hexadecane-1,4-lactone C1(CCC(CCCCCCCCCCCC)O1)=O